FC=1C=C(C=C(C1)F)C=1C=C(C=NC1)C(=O)NC1(CCC1)C 5-(3,5-difluorophenyl)-N-(1-methylcyclobutyl)pyridine-3-carboxamide